6-(1-(3-Chloropyridin-2-yl)-3-((1-methyl-3-(trifluoromethyl)-1H-pyrazol-5-yl)oxy)-1H-pyrazol-5-carboxamido)-N-cyclopropyl-5-methylpyrazolo[1,5-a]pyridin-7-carboxamid ClC=1C(=NC=CC1)N1N=C(C=C1C(=O)NC=1C(=CC=2N(C1C(=O)NC1CC1)N=CC2)C)OC2=CC(=NN2C)C(F)(F)F